2-chloro-4-(3-(fluoromethyl)piperidin-1-yl)-5-(1-(tetrahydro-2H-pyran-4-yl)-1H-pyrazol-4-yl)pyridine ClC1=NC=C(C(=C1)N1CC(CCC1)CF)C=1C=NN(C1)C1CCOCC1